FC(CCC(=O)OCC)(C)F ethyl 4,4-difluoropentanoate